NC1=C(C(=CC=C1)F)C=1C(=CC2=C(N(C(N=C2N2C[C@H](N(C[C@@H]2C)C(=O)OC(C)(C)C)C)=O)C=2C(=NC=CC2C)C(C)C)N1)F (2R,5S,M)-tert-Butyl 4-(7-(2-amino-6-fluorophenyl)-6-fluoro-1-(2-isopropyl-4-methylpyridin-3-yl)-2-oxo-1,2-dihydropyrido[2,3-d]pyrimidin-4-yl)-2,5-dimethylpiperazine-1-carboxylate